(S)-4-(5-(4-((2-((S)-3-carboxybutanoyl)-6-methoxyisoindolin-4-yl)oxy)butyl)-6-methoxyisoindolin-2-yl)-2-methyl-4-oxobutanoic acid C(=O)(O)[C@H](CC(=O)N1CC2=CC(=CC(=C2C1)OCCCCC=1C=C2CN(CC2=CC1OC)C(C[C@@H](C(=O)O)C)=O)OC)C